methyl 4-(2-bromoacetamido)-5-methylthiophene-3-carboxylate BrCC(=O)NC=1C(=CSC1C)C(=O)OC